C(C1=CC=CC=C1)OC(=O)N[C@H](C(=O)OC)C(C1CCCCC1)C1CCCCC1 methyl (2S)-2-(benzyloxycarbonylamino)-3,3-dicyclohexyl-propionate